C1(CC1)N1N=CC(=C1)NC1=NC=C(C(=N1)OCC1CCC(CC1)O)F (1R,4R)-4-(((2-((1-cyclopropyl-1H-pyrazol-4-yl)amino)-5-fluoropyrimidin-4-yl)oxy)methyl)cyclohexan-1-ol